ClC1=CC=C(C(=N1)C(=O)O)N[C@H](C)C=1C=C(C=C2C(N(C(=NC12)N1CCN(CC1)C1=NC=CC=C1)C)=O)C (R)-6-Chloro-3-((1-(3,6-dimethyl-4-oxo-2-(4-(pyridin-2-yl)piperazin-1-yl)-3,4-dihydroquinazolin-8-yl)ethyl)amino)picolinic acid